N1,N1-dimethyl-N4-{2-[4-(pyrazin-2-yloxy)piperidin-1-yl]phenyl}benzene-1,4-disulfonamide CN(S(=O)(=O)C1=CC=C(C=C1)S(=O)(=O)NC1=C(C=CC=C1)N1CCC(CC1)OC1=NC=CN=C1)C